(Z)-3-methyl-2-(pent-2-en-1-yl)cyclopent-2-en-1-one CC1=C(C(CC1)=O)C\C=C/CC